1-[(4-methoxyphenyl)methyl]-4-(pyridin-3-ylmethyl)pyrazol-3-amine COC1=CC=C(C=C1)CN1N=C(C(=C1)CC=1C=NC=CC1)N